1-Butyl-5-(diaminomethylene)-3-((1s,4s)-4-((5,5-dimethyl-2,4-dioxoimidazolidin-1-yl)methyl)-4-methylcyclohexyl)pyrimidine-2,4,6(1H,3H,5H)-trione C(CCC)N1C(N(C(C(C1=O)=C(N)N)=O)C1CCC(CC1)(C)CN1C(NC(C1(C)C)=O)=O)=O